C1(=CC=CC=C1)C#CC=1C=NC=2CC[C@H]3[C@@H](C2C1)OCCN3CCC |r| (rac)-cis-9-(Phenylethynyl)-4-propyl-3,4,4a,5,6,10b-hexahydro-2H-[1,4]oxazino[2,3-f]quinoline